ClC=1C=C(C=NC(C(=O)O)C(C)C)C=C(C1)OC(C(C)C)=O 2-(3-chloro-5-(isobutyryloxy)benzylidene-amino)-3-methylbutanoic acid